3-(sec-butyl)-2-oxo-N-(6-oxo-1-(2,2,2-trifluoroethyl)-1,6-dihydropyridazin-3-yl)-1,2,3,5-tetrahydro-4H-benzo[1,4]diazepine-4-carboxamide C(C)(CC)C1C(NC2=C(CN1C(=O)NC1=NN(C(C=C1)=O)CC(F)(F)F)C=CC=C2)=O